ClC1=CC=C(C=C1)OC(C(C(F)(F)F)(F)F)(/C(=C(/C(C(F)(F)F)(C(F)(F)F)F)\F)/C(F)(F)F)F (E)-1-chloro-4-((1,1,1,2,2,3,5,6,7,7,7-undecafluoro-4,6-bis(trifluoromethyl)hept-4-en-3-yl)oxy)benzene